methyl 3-(4-methylpiperazin-1-yl)cyclopentane-1-carboxylate CN1CCN(CC1)C1CC(CC1)C(=O)OC